O1COC(C1)CO 1,3-dioxolan-4-ylmethanol